2-[1-[(2,3-difluorophenyl)methyl]-5-oxopyrrolidin-2-yl]-N-(2-hydroxyethyl)acetamid FC1=C(C=CC=C1F)CN1C(CCC1=O)CC(=O)NCCO